2-chloronaphtho[1,8-de][1,3,2]dioxaphosphine ClP1OC=2C3=C(O1)C=CC=C3C=CC2